FC(C(=O)O)(F)F.C1(=CC=CC=C1)C1=CN=C(N1)C1=NC=CC(=C1)C=1C=NN(C1)CC=1C=C(C(=O)O)C=CC1 3-((4-(2-(5-Phenyl-1H-imidazol-2-yl)pyridin-4-yl)-1H-pyrazol-1-yl)methyl)benzoic acid trifluoroacetate salt